dihydropyridin calcium [Ca].N1CC=CC=C1